[1-(6-aminopyrimidin-4-yl)-4-piperidinyl]-[(3S)-3-(3,5-difluorophenyl)isoxazolidin-2-yl]methanone NC1=CC(=NC=N1)N1CCC(CC1)C(=O)N1OCC[C@H]1C1=CC(=CC(=C1)F)F